C1=CC=C(C=C1)P(C2=CC=CC=C2)C3=CC(=CC=C3)S(=O)(=O)[O-].[Na+] diphenylphosphinobenzene-3-sulfonic acid sodium salt